3-(2-(2-(2-((2-(2,6-Dioxopiperidin-3-yl)-1,3-dioxoisoindolin-4-yl)amino)ethoxy)ethoxy)ethoxy)propanoic acid O=C1NC(CCC1N1C(C2=CC=CC(=C2C1=O)NCCOCCOCCOCCC(=O)O)=O)=O